(R)-N-(8-fluoro-6-oxo-1,4,5,6-tetrahydro-2H-pyrano[3,4-c]isoquinolin-1-yl)-N-methyl-1H-indazole-6-carboxamide FC=1C=CC=2C3=C(NC(C2C1)=O)COC[C@@H]3N(C(=O)C3=CC=C1C=NNC1=C3)C